N-(3,4-difluorobenzyl)-2,2-dimethylbutanamide FC=1C=C(CNC(C(CC)(C)C)=O)C=CC1F